3-(5-((3-(4-(2-((3r,5r,7r)-adamantan-1-yl)ethyl)-1,4-diazepan-1-yl)propyl)thio)-2-methyl-4-oxoquinazolin-3(4H)-yl)piperidine-2,6-dione C12(CC3CC(CC(C1)C3)C2)CCN2CCN(CCC2)CCCSC2=C3C(N(C(=NC3=CC=C2)C)C2C(NC(CC2)=O)=O)=O